CCCCCCCCC(=O)O[C@H]1CC[C@@]2([C@H]3CC[C@]4([C@H]([C@@H]3CC=C2C1)CC[C@@H]4[C@H](C)CCCC(C)C)C)C cholesteryl pelargonate